OC=1C=C(C=CC1O)C=CC(=O)O[C@@H]1C[C@@](C[C@H]([C@H]1O)O)(C(=O)O)O (1S,3R,4R,5R)-3-[[3-(3,4-dihydroxyphenyl)-1-oxo-2-propen-1-yl]oxy]-1,4,5-trihydroxy-cyclohexanecarboxylic acid